1-(tert-butyl) 3-ethyl (7S)-7-(((tert-butyldiphenylsilyl)oxy)methyl)-4-oxoazepane-1,3-dicarboxylate [Si](C1=CC=CC=C1)(C1=CC=CC=C1)(C(C)(C)C)OC[C@@H]1CCC(C(CN1C(=O)OC(C)(C)C)C(=O)OCC)=O